3-methoxy-9-(trifluoromethyl)benzo[3,4]cyclobut[1,2-c]quinoline COC1=CC=C2C3=C(C=NC2=C1)C1=C3C=C(C=C1)C(F)(F)F